COC1=CC=2N(C(C(=C(N2)C(F)(F)F)C=2C=NN(C2)CC(C(F)(F)F)(F)F)=O)C=C1 8-methoxy-3-(1-(2,2,3,3,3-pentafluoropropyl)-1H-pyrazol-4-yl)-2-(trifluoromethyl)-4H-pyrido[1,2-a]pyrimidin-4-one